ClC1=CC=C2CCOC3(CC(NCC3)C)C2=C1 racemic-7-chloro-2'-methylspiro[isochromane-1,4'-piperidine]